NCC#CC1=C(C#N)C=CC(=C1)OC1C(NC(CC1)=O)=O 2-(3-aminoprop-1-yn-1-yl)-4-((2,6-dioxopiperidin-3-yl)oxy)benzonitrile